C(C1=CC=CC=C1)OC1=NC(=CC=C1C1=NN(C2=C(C(=CC=C12)C=1CCN(CC1)C[C@H]1[C@H](CN(CC1)C(=O)OC(C)(C)C)C)F)C)OCC1=CC=CC=C1 tert-butyl (3R,4R)-4-[[4-[3-(2,6-dibenzyloxy-3-pyridyl)-7-fluoro-1-methyl-indazol-6-yl]-3,6-dihydro-2H-pyridin-1-yl]methyl]-3-methyl-piperidine-1-carboxylate